CC1(CCC(N1)=O)C (R)-5-methyl-5-methylpyrrolidin-2-one